C(C)(C)N1C(N(C=2N=NC=3C=CC(=CC3C21)C=2C=NC(=CC2)COCCN2CCN(CC2)C)C)=O 1-isopropyl-3-methyl-8-(6-((2-(4-methylpiperazin-1-yl)ethoxy)methyl)pyridin-3-yl)-1H-imidazo[4,5-c]cinnolin-2(3H)-one